bis(aminophenoxy)benzoic acid NC1=C(OC=2C(=C(C(=O)O)C=CC2)OC2=C(C=CC=C2)N)C=CC=C1